BrC(=C(C)C)C1(C2=CC3=C(C=C2C=2C=C4C(=CC12)C(CCC4(C)C)(C)C)C(CCC3(C)C)(C)C)O 12-(1-Bromo-2-methylprop-1-en-1-yl)-1,1,4,4,7,7,10,10-octamethyl-2,3,4,7,8,9,10,12-octahydro-1H-dibenzo[b,h]fluoren-12-ol